NC=1SC2=C(N1)C(=CC=C2)C2=C(C=C1C(=NC(=NC1=C2F)OC[C@H]2N(CCC2)C)N2CCS(CCC2)(=O)=O)Cl 4-(7-(2-aminobenzo[d]-thiazol-4-yl)-6-chloro-8-fluoro-2-(((S)-1-methyl-pyrrolidin-2-yl)methoxy)-quinazolin-4-yl)-1,4-thiazepane 1,1-dioxide